N1C(=CC2=CC=CC=C12)[N+]#[C-] indolyl isonitrile